L-1-Cetyl-pyridinium bromide [Br-].C(CCCCCCCCCCCCCCC)[N+]1=CC=CC=C1